C1(CC1)C=1C=C(C=2N(C1)C=C(N2)CN2N=NC(=C2)C(=O)O)CCC(=O)OCC 1-((6-cyclopropyl-8-(3-ethoxy-3-oxopropyl)imidazo[1,2-a]pyridin-2-yl)methyl)-1H-1,2,3-triazole-4-carboxylic acid